triethyl-[3-(triethoxysilyl)propyl]ammonium chloride [Cl-].C(C)[N+](CCC[Si](OCC)(OCC)OCC)(CC)CC